bis(1,3-di-2-ethylhexyloxypropan-2-yl)-phosphoric acid CCC(CC(CCC)CC)OCC(C)OP(OC(C)COC(CC(CCC)CC)CC)(O)=O